C(C)(C)N1N=CC=2C(=CC=CC12)C(=O)O 1-isopropyl-1H-Indazole-4-carboxylic acid